CC1=C(C(=O)NC2(CC2)C2=CC=CC3=CC=CC=C23)C=C(C=C1)OCC1(NCC1)C 2-methyl-5-((2-methyl-azetidin-2-yl)methoxy)-N-(1-(naphthalen-1-yl)cyclopropyl)benzamide